C1(=CC=CC=C1)O cis-phenol